butanediol carbonate C(O)(=O)OC(CCC)O